3,3-dimethyl-1,6-diamino-hexane CC(CCN)(CCCN)C